6-Chloro-2-(2,4-difluorophenyl)-3-nitropyridine ClC1=CC=C(C(=N1)C1=C(C=C(C=C1)F)F)[N+](=O)[O-]